tert-Butyl (8-(4-bromothiazole-2-carbonyl)-8-azabicyclo[3.2.1]octan-3-yl)carbamate BrC=1N=C(SC1)C(=O)N1C2CC(CC1CC2)NC(OC(C)(C)C)=O